C(C1=CC=CC=C1)C1=CC(=CC(=C1)C)CC1=CC=CCC1 1-benzyl-3-(1,3-cyclohexadienylmethyl)-5-methylbenzene